O=C1N(C(C2=CC=CC=C12)=O)CCCCCCCCCCCCN(S(=O)(=O)C1=C(C=CC=C1)[N+](=O)[O-])CCCCCC N-(12-(1,3-dioxoisoindolin-2-yl)dodecyl)-N-hexyl-2-nitrobenzenesulfonamide